6-[(2,6-difluoro-4-pyridyl)amino]-N-(1,2-dimethylpropyl)-3-methoxy-pyridine-2-carboxamide FC1=NC(=CC(=C1)NC1=CC=C(C(=N1)C(=O)NC(C(C)C)C)OC)F